Tert-butyl N-(cyclopropylmethyl)-N-[4-[4-[[3-(difluoromethyl)-1-(4-formylcyclohexyl)pyrazol-4-yl]-methyl-carbamoyl]oxazol-2-yl]-2-pyridyl]carbamate C1(CC1)CN(C(OC(C)(C)C)=O)C1=NC=CC(=C1)C=1OC=C(N1)C(N(C)C=1C(=NN(C1)C1CCC(CC1)C=O)C(F)F)=O